(((3S,5R)-3,5-dimethylpiperidin-1-yl)methyl)-2-(3-(1-methyl-4-(4-methyl-4H-1,2,4-triazol-3-yl)-1H-pyrazol-5-yl)phenyl)-4-(trifluoromethyl)isoindolin-1-one C[C@@H]1CN(C[C@@H](C1)C)CC1N(C(C2=CC=CC(=C12)C(F)(F)F)=O)C1=CC(=CC=C1)C1=C(C=NN1C)C1=NN=CN1C